N1C[C@@H](CC1)N1N=CC=2C1=NC=NC2N 1-[(R)-pyrrolidin-3-yl]-1H-pyrazolo[3,4-d]pyrimidin-4-amine